C(C)(C)NCC1NC2=CC(=C(C=C2CC1)C(=O)O)[N+](=O)[O-] 1,2,3,4-Tetrahydro-2-[(isopropylamino)methyl]-7-nitro-6-quinolinecarboxylic acid